C(CCC)O[Si](C)(CCCOCC1(COC1)CC)OCCCC dibutoxy-[3-[(3-ethyloxetan-3-yl)methoxy]propyl]-methylsilane